(R)-2-(1-phenylethoxy)-6,7,8,9-tetrahydro-5H-pyrazino[2,3-d]azepine C1(=CC=CC=C1)[C@@H](C)OC=1C=NC2=C(CCNCC2)N1